C(C)N1N=C(C=C1)CN1C(C2=CC=C(C=C2C=N1)S(=O)(=O)C1=CC=CC=C1)=O ((1-ethyl-1H-pyrazol-3-yl)methyl)-6-(phenylsulfonyl)phthalazin-1(2H)-one